2-(2-((5-(3-(aminomethyl)phenyl)-7-(2-isopropylphenyl)benzofuran-3-yl)methoxy)phenyl)acetic acid NCC=1C=C(C=CC1)C=1C=C(C2=C(C(=CO2)COC2=C(C=CC=C2)CC(=O)O)C1)C1=C(C=CC=C1)C(C)C